anthracene-9,10-dicarbonyl dichloride C1=CC=CC2=C(C3=CC=CC=C3C(=C12)C(=O)Cl)C(=O)Cl